ClC=1C(=NC=CC1)C(=O)NC1(CCN(CC1)C1=NC=C(C=C1)C=1C=2N(C=C(C1)N1CC(C1)(C)O)N=CC2C#N)C 3-Chloro-N-(1-(5-(3-cyano-6-(3-hydroxy-3-methylazetidin-1-yl)pyrazolo[1,5-a]pyridin-4-yl)pyridin-2-yl)-4-methylpiperidin-4-yl)picolinamide